6-((1-fluoro-3-hydroxy-prop-2-yloxy)methyl)-5-methylpyrimidine-2,4(1h,3h)-dione FCC(CO)OCC1=C(C(NC(N1)=O)=O)C